4-phenylthiophen C1(=CC=CC=C1)C=1C=CSC1